C(C)(C)(C)OC(N[C@@H]1[C@@H](OCC12CCN(CC2)C2=NC=C(N=C2)SC2=C(C(=CC=C2)S(N)(=O)=O)Cl)C)=O ((3S,4S)-8-(5-((2-chloro-3-sulfamoylphenyl)thio)pyrazin-2-yl)-3-methyl-2-oxa-8-azaspiro[4.5]decan-4-yl)carbamic acid tert-butyl ester